2,4-dinitrophenylhydrazine [N+](=O)([O-])C1=C(C=CC(=C1)[N+](=O)[O-])NN